{[(4-methoxyphenyl)methyl]amino}-N-{4-[(3-pyridylcarbonylamino)methyl]phenyl}carboxamide COC1=CC=C(C=C1)CNC(=O)NC1=CC=C(C=C1)CNC(=O)C=1C=NC=CC1